N-(N,N-dimethyl-1,2,3,4-tetrahydro-2-aminodibenzo-fur-8-yl)quinoline-5-carboxamide methanesulfonate CS(=O)(=O)O.CN(C1CC2=C(OC3=C2C=C(C=C3)NC(=O)C=3C=2C=CC=NC2C=CC3)CC1)C